CC1=C(OCCCC2=CC(=NO2)C(=O)NC)C(=CC(=C1)C1=NOC(=N1)C(F)(F)F)C 5-(3-{2,6-dimethyl-4-[5-(trifluoromethyl)-1,2,4-oxadiazol-3-yl]phenoxy}propyl)-N-methylisoxazole-3-carboxamide